C(C)C(C=C(C(=O)OC)C(=O)OC)CCC dimethyl (2-ethylpentylidene)malonate